mono-tert-butyl-4-methyl-piperidine-1,4-dicarboxylic acid C(C)(C)(C)C1N(CCC(C1)(C(=O)O)C)C(=O)O